3,3-Dimethyl-N-(4-((4-(trifluoromethoxy)benzyl)amino)phenyl)butanamid CC(CC(=O)NC1=CC=C(C=C1)NCC1=CC=C(C=C1)OC(F)(F)F)(C)C